(-)-tert-Butyl-4-oxo-2-phenyl-3-(4-phenylbuta-2,3-dien-1-yl)thiochromane-3-carboxylate C(C)(C)(C)OC(=O)C1(C(SC2=CC=CC=C2C1=O)C1=CC=CC=C1)CC=C=CC1=CC=CC=C1